NC=1CC(=CC2=C(N1)C=CS2)C(=O)N(CC#CCN\C(\NCCOCCOCCOCCOCCOCCOCCOCCOCCOCCOCCC(=O)OC2=C(C(=CC(=C2F)F)F)F)=N/C2=CC(=CC=C2)C#N)CCC 2,3,5,6-tetrafluorophenyl (E)-41-(5-amino-6H-thieno[3,2-b]azepine-7-carbonyl)-35-((3-cyanophenyl)imino)-4,7,10,13,16,19,22,25,28,31-decaoxa-34,36,41-triazatetratetracont-38-ynoate